6-CHLORO-1-((2-(TRIMETHYLSILYL)ETHOXY)METHYL)-1H-PYRROLO[2,3-B]PYRIDIN ClC1=CC=C2C(=N1)N(C=C2)COCC[Si](C)(C)C